CN1N=CC(=C1)NC1=NC=C2C(=N1)N(N=C2)CC2=CC=C(C=C2)NC(C=CC)=O N-(4-((6-((1-methyl-1H-pyrazol-4-yl)amino)-1H-pyrazolo[3,4-d]pyrimidin-1-yl)methyl)phenyl)but-2-enamide